BrC=1C(=C(C=C(C1)C)C(CC(=O)N1CCC(CC1)Cl)=O)O 1-(3-bromo-2-hydroxy-5-methylphenyl)-3-(4-chloropiperidin-1-yl)propane-1,3-dione